(R)-1-(4'-(4-methyl-5-(3-(1-phenylethyl)ureido)-1H-1,2,3-triazol-1-yl)-[1,1'-biphenyl]-4-yl)cyclopropane-1-carboxylic acid CC=1N=NN(C1NC(=O)N[C@H](C)C1=CC=CC=C1)C1=CC=C(C=C1)C1=CC=C(C=C1)C1(CC1)C(=O)O